3-(2-chloro-3-phenylanilino)isothiazolo[4,5-b]pyridin ClC1=C(NC2=NSC=3C2=NC=CC3)C=CC=C1C1=CC=CC=C1